5-Butylthioindole C(CCC)SC=1C=C2C=CNC2=CC1